tert-butyl 2-Bromoacetate BrCC(=O)OC(C)(C)C